(1R,4R,7R)-2-{1-[(1-benzoylazetidin-3-yl)methyl]-2-[1-(cyclopropylmethyl)-1H-indol-2-yl]-7-fluoro-1H-1,3-benzodiazole-5-carbonyl}-2-azabicyclo[2.2.1]heptan-7-amine C(C1=CC=CC=C1)(=O)N1CC(C1)CN1C(=NC2=C1C(=CC(=C2)C(=O)N2[C@@H]1CC[C@H](C2)[C@H]1N)F)C=1N(C2=CC=CC=C2C1)CC1CC1